C1(CC1)COC(=O)N1C[C@H]([C@@H](C1)OC1=CC(=C2C(=N1)C(=CS2)C(NC)=O)C(F)(F)F)F |r| (+/-)-trans-3-fluoro-4-((3-(methylcarbamoyl)-7-(trifluoromethyl)thieno[3,2-b]pyridin-5-yl)oxy)pyrrolidine-1-carboxylic acid cyclopropylmethyl ester